3-((5-cyano-2-((2-(difluorometh-oxy)-4-(4-methylpiperazin-1-yl)-phenyl)amino)pyrimidin-4-yl)-amino)thiophene-2-carboxamide C(#N)C=1C(=NC(=NC1)NC1=C(C=C(C=C1)N1CCN(CC1)C)OC(F)F)NC1=C(SC=C1)C(=O)N